C1(=CC(=CC=C1)C[C@]1(C[C@H](CC1)NS(=O)(=O)C)C(=O)[O-])C1=CC=CC=C1 |o1:7,9| (1R*,3S*)-1-([1,1'-biphenyl]-3-ylmethyl)-3-(methylsulfonamido)cyclopentane-1-carboxylate